3,3-bis(p-Dimethyl-aminophenyl)-phthalide CC1(C(C=C(C=C1)C)N)C1(OC(=O)C2=CC=CC=C12)C1(C(C=C(C=C1)C)N)C